N-((3R,4S)-3-fluoro-1-(3-methyloxetan-3-yl)piperidin-4-yl)-5-(4-fluoro-1-isopropyl-2-methyl-1H-benzo[d]imidazol-6-yl)-4-methoxypyrrolo[2,1-f][1,2,4]triazin-2-amine F[C@@H]1CN(CC[C@@H]1NC1=NN2C(C(=N1)OC)=C(C=C2)C=2C=C(C1=C(N(C(=N1)C)C(C)C)C2)F)C2(COC2)C